FC1=C2CN(C(C2=CC=C1CN1CCN(CC1)C1=CC=C(C=C1)NC1=NC=C(C(=N1)NCC1=CC(=CC=C1)S(=O)(=O)C)C(F)(F)F)=O)C1C(NC(CC1)=O)=O 3-(4-fluoro-5-((4-(4-((4-((3-(methylsulfonyl)benzyl)amino)-5-(trifluoromethyl)pyrimidin-2-yl)amino)phenyl)piperazin-1-yl)methyl)-1-oxoisoindolin-2-yl)piperidine-2,6-dione